(2S,5R)-7-oxo-2-(N-((5-(trifluoromethyl) pyrimidin-2-yl) sulfonyl) carbamimidoyl)-1,6-diazabicyclo[3.2.1]octan-6-yl hydrogen sulfate S(=O)(=O)(ON1[C@@H]2CC[C@H](N(C1=O)C2)C(NS(=O)(=O)C2=NC=C(C=N2)C(F)(F)F)=N)O